SCCS(=O)(=O)[O-].[Na+].[Na+].SCCS(=O)(=O)[O-] di-sodium 2-mercaptoethanesulfonate